(2E)-2-[2-[[(E)-1-(3,5-difluorophenyl)ethylidene-amino]oxymethyl]-3-methyl-phenyl]-2-methoxyimino-N-methyl-acetamide FC=1C=C(C=C(C1)F)\C(\C)=N\OCC1=C(C=CC=C1C)\C(\C(=O)NC)=N/OC